BrC1=C(C=C(OCCCC2(CCNCC2)O)C=C1)C 4-(3-(4-bromo-3-methylphenoxy)propyl)piperidin-4-ol